(2-Chloro-5-fluorophenyl)(3-{[2-(4-chlorophenyl)-imidazo[1,2-a]pyridin-3-yl]methyl}-3,6-diaza-bicyclo[3.1.1]hept-6-yl)methanone ClC1=C(C=C(C=C1)F)C(=O)N1C2CN(CC1C2)CC2=C(N=C1N2C=CC=C1)C1=CC=C(C=C1)Cl